1,6-diiodohexane-3-d ICCC(CCCI)[2H]